BrC1=CC(=NC=C1)[C@H](CC)C=1C(=C(C(=O)N)C=CC1C1=NC(=CN=C1)OCC)F [(1R)-1-(4-bromopyridin-2-yl)propyl]-4-(6-ethoxypyrazin-2-yl)-2-fluorobenzamide